O=S1CC=CC2=CC=C(C=C12)O 1-oxo-2H-thiochromen-7-ol